C(C)(C)(C)C=1C=C(C=C(C1O)C(C)(C)C)NC=1N(N=NC1SCCCCCCCCCCCCCCCCCC)SCCCCCCCCCCCCCCCCCC 3,5-di-tert-butyl-4-hydroxyphenyl-3,5-distearylthiotriazolamine